5-oxa-2-azaspiro[3.4]octane trifluoroacetate salt FC(C(=O)O)(F)F.C1NCC12OCCC2